NC1=CC2=C(C(N([Se]2)C2=CC=C(C=C2)N)=O)C=C1 6-amino-2-(4-aminophenyl)benzo[d][1,2]selenazol-3(2H)-one